C(CCC)N(C1=NC2=C(C=CC=C2C=C1)N)C1=NC2=C(C=CC=C2C=C1)N N-butyl-2,2'-iminobis(8-quinolinamine)